tantalum potassium oxygen [O].[K].[Ta]